L-glutamine tertbutyl ester hydrochloride Cl.C(C)(C)(C)OC([C@@H](N)CCC(N)=O)=O